5-(4-pyridyloxy)norbornan-2-ol N1=CC=C(C=C1)OC1C2CC(C(C1)C2)O